BrC1=C(C2=C(C=C1)C1=CC=C(C=C1C21CCNCC1)Br)C(=O)OC Methyl 2,7-dibromospiro[fluorene-9,4-piperidine]-1-carboxylate